benzyl (7-amino-5-((2S,4S)-1-((R)-2-(4-carbamoylbenzamido)-3-cyclohexylpropanoyl)-4-(5-(2-hydroxypropan-2-yl)-1H-1,2,3-triazol-1-yl)pyrrolidine-2-carboxamido)-6,7-dioxoheptyl)carbamate NC(C(C(CCCCNC(OCC1=CC=CC=C1)=O)NC(=O)[C@H]1N(C[C@H](C1)N1N=NC=C1C(C)(C)O)C([C@@H](CC1CCCCC1)NC(C1=CC=C(C=C1)C(N)=O)=O)=O)=O)=O